CC=1OC(=CN1)CO (2-methyl-1,3-oxazol-5-yl)methanol